1,3-dipropyl-imidazole bromide salt [Br-].C(CC)N1CN(C=C1)CCC